4-(4-amino-6-(4-methacrylamido-phenyl)-7-methyl-7H-pyrrolo[2,3-d]pyrimidin-5-yl)-N-methylcyclohex-3-ene-1-carboxamide NC=1C2=C(N=CN1)N(C(=C2C2=CCC(CC2)C(=O)NC)C2=CC=C(C=C2)NC(C(=C)C)=O)C